N-trityl-L-serine methyl ester COC([C@@H](NC(C1=CC=CC=C1)(C1=CC=CC=C1)C1=CC=CC=C1)CO)=O